N1(CCCCC1)C1=NOC(=N1)C=1C=C(C=NC1)O 5-(3-(piperidin-1-yl)-1,2,4-oxadiazol-5-yl)pyridin-3-ol